2-(4-(((4-isopropoxyphenyl)(phenyl)methyl)amino)cyclohexyl)ethanol C(C)(C)OC1=CC=C(C=C1)C(C1=CC=CC=C1)NC1CCC(CC1)CCO